N=1C=NN2C1C=C(C=C2)OC2=C(C=C(C=C2)NC2=NC=NN1C2=C(C=C1)C(=O)Cl)C 4-((4-([1,2,4]triazolo[1,5-a]pyridin-7-yloxy)-3-methylphenyl)amino)pyrrolo[2,1-f][1,2,4]triazine-5-carbonyl chloride